ClC1=NC(=C2N=CN(C2=N1)C(C)C)NCN1C(C=C(C=C1C)C)=O (((2-chloro-9-isopropyl-9H-purin-6-yl)amino)methyl)-4,6-dimethylpyridin-2(1H)-one